ClC=1C=C(CN2C(C3=CC(=CC=C3C2)C2=NC(=NC=C2)NC2=CC=NN2C)=O)C=CC1 2-(3-chlorobenzyl)-6-(2-((1-methyl-1H-pyrazol-5-yl)amino)pyrimidin-4-yl)isoindolin-1-one